C(C)C(C1CO1)COS(=O)(=O)C1=CC=C(C)C=C1 3-ethyl-3-(p-toluenesulfonyloxymethyl)epoxypropane